CS(=O)(=O)N1CCC(CC1)NC1=NN2C(C=N1)=CC=C2C=2C=NNC2 N-(1-(methylsulfonyl)piperidin-4-yl)-7-(1H-pyrazol-4-yl)pyrrolo[2,1-f][1,2,4]triazin-2-amine